1-(2-{5-[(R)-(1,3-dimethyl-azetidin-3-yl)-hydroxy-(4-isopropyl-phenyl)-methyl]-pyridin-3-yl}-ethyl)-cyclopropanol CN1CC(C1)(C)[C@@](C=1C=C(C=NC1)CCC1(CC1)O)(C1=CC=C(C=C1)C(C)C)O